C12N(CC(NC1)CC2)C=2C(=C1CN(C(C1=CC2)=O)C2CNCCC2)F 3-(5-(2,5-diazabicyclo[2.2.2]octan-2-yl)-4-fluoro-1-oxoisoindoline-2-yl)piperidine